4-hydroxy-3-(4-(methoxycarbonyl)phenyl)azepane-1-carboxylate OC1C(CN(CCC1)C(=O)[O-])C1=CC=C(C=C1)C(=O)OC